O1C(COCC1)C(=O)N1CCC(=CC1)C#C (1,4-dioxane-2-yl)(4-ethynyl-3,6-dihydropyridine-1(2H)-yl)methanone